4-[(3R)-3-(3-Chloro-2,4-dimethyl-5,7-dihydropyrrolo[3,4-b]pyridin-6-carbonyl)pyrrolidin-1-yl]pyrimidin-2-carbonitril ClC=1C(=C2C(=NC1C)CN(C2)C(=O)[C@H]2CN(CC2)C2=NC(=NC=C2)C#N)C